(4S,7S,9aS)-4-((S)-2-((tert-butoxycarbonyl)(methyl)amino)propanamido)-8,8-dimethyl-5-oxooctahydropyrrolo[2,1-b][1,3]oxazepine-7-carboxylic acid C(C)(C)(C)OC(=O)N([C@H](C(=O)N[C@@H]1C(N2[C@@H](OCC1)CC([C@H]2C(=O)O)(C)C)=O)C)C